3-oxacyclobutene C1=COC1